C(C)C1=NC=CC=C1OC1=C(CN2C[C@@H](N([C@@H](C2)C)C(C(C)C)=O)C(=O)NCC2=CC=C(C=C2)C=2OC=CN2)C(=CC=C1)F (2R,6R)-4-(2-((2-ethylpyridin-3-yl)oxy)-6-fluorobenzyl)-1-isobutyryl-6-methyl-N-(4-(oxazol-2-yl)benzyl)piperazine-2-carboxamide